1-(3-cyanophenyl)-3-(1-(4,5-difluoro-3-methylbenzofuran-2-yl)-2-methylpropyl)urea C(#N)C=1C=C(C=CC1)NC(=O)NC(C(C)C)C=1OC2=C(C1C)C(=C(C=C2)F)F